bis-(dimethylamino)methylvinylsilane CN(C)C(N(C)C)C=C[SiH3]